COC1(CN(C1)C([C@@H](CC1=C(C=NC=C1)OC)NC(OC(C)(C)C)=O)=O)C tert-butyl N-[(1R)-2-(3-methoxy-3-methyl-azetidin-1-yl)-1-[(3-methoxy-4-pyridyl)methyl]-2-oxo-ethyl]carbamate